1-bromo-2,3,4,6-tetraacetyloxy-D-glucose BrC(=O)[C@](O)([C@@](O)([C@](O)([C@H](O)C(O)OC(C)=O)OC(C)=O)OC(C)=O)OC(C)=O